C(C)(C)(C)OC(=O)N1CC(CC1)(C1N2C(C3=CC=CC=C13)=CN=C2)O 3-hydroxy-3-(5H-imidazo[5,1-a]isoindol-5-yl)pyrrolidine-1-carboxylic acid tert-butyl ester